C(C)(C)(C)OC(NCC(=C(F)F)CN1N=CN(C1=O)C1=C(C=C(C=C1)Br)F)=O [2-[[4-(4-bromo-2-fluoro-phenyl)-5-oxo-1,2,4-triazol-1-yl]methyl]-3,3-difluoro-allyl]carbamic acid tert-butyl ester